1-(5-((4-((tert-butyldimethylsilyl)oxy)phenyl)ethynyl)pyridin-2-yl)-2-(2,4-difluorophenyl)-1,1-difluoro-3-(1H-1,2,4-triazol-1-yl)propan-2-ol [Si](C)(C)(C(C)(C)C)OC1=CC=C(C=C1)C#CC=1C=CC(=NC1)C(C(CN1N=CN=C1)(O)C1=C(C=C(C=C1)F)F)(F)F